4'-(3,3-Difluorocyclobutyl)-N6'-(2-(1-(2,2-difluoroethyl)-1H-pyrazol-4-yl)pyrimidin-4-yl)-5-((1-methylpiperidin-4-yl)oxy)-[2,3'-bipyridine]-4',6'-diamine FC1(CC(C1)C1(C(=CN=C(C1)NC1=NC(=NC=C1)C=1C=NN(C1)CC(F)F)C1=NC=C(C=C1)OC1CCN(CC1)C)N)F